(S or R)-2-(4-methyl-3-(2-(((R)-phenyl((R)-1,2,3,4-tetrahydropyrido[2,3-b]pyrazin-3-yl)methyl)amino)ethyl)phenyl)propanoic acid CC1=C(C=C(C=C1)[C@@H](C(=O)O)C)CCN[C@@H]([C@H]1CNC2=C(N1)N=CC=C2)C2=CC=CC=C2 |o1:7|